Br.BrCCN1C=NN=C1 4-(2-bromoethyl)-4H-1,2,4-triazole hydrobromide